dihydropyridinic acid N1C(C=CC=C1)C(=O)O